bis(16-hydroxy-hexadecyl) disulfide OCCCCCCCCCCCCCCCCSSCCCCCCCCCCCCCCCCO